2-methyl-2-(2-propenyl)propionic acid CC(C(=O)O)(C)CC=C